Tetracyclo[6.2.1.13,6.02,7]dodeca-9-ene C12C3C4CCC(C3C(C=C1)C2)C4